FC1S(=O)(=O)OCOS1(=O)=O methylene 1-fluoromethanedisulfonate